tert-butyl ((4-carbamoylthiophen-2-yl)methyl)carbamate C(N)(=O)C=1C=C(SC1)CNC(OC(C)(C)C)=O